C(#C)C=1C=C(C=CC1F)NC(=NO)C1=NON=C1NCCSC N-(3-ethynyl-4-fluorophenyl)-N'-hydroxy-4-((2-(methylthio)ethyl)amino)-1,2,5-oxadiazole-3-formamidine